C(C)(C)(C)OC(=O)NCCC[C@@H](C(=O)O)N(S(=O)(=O)C1=C(C=CC=C1)[N+](=O)[O-])CCCCCCNC(=O)OC(C)(C)C (2S)-5-[(tert-butoxycarbonyl)amino]-2-(N-[6-[(tert-butoxycarbonyl)amino]hexyl]-2-nitrobenzenesulfonamido)pentanoic acid